2,5-dichloronicotinaldehyde ClC1=C(C=O)C=C(C=N1)Cl